methyl 4-(((trifluoromethyl) sulfonyl) oxy)-5,6-dihydro-2H-thiopyran-3-carboxylate FC(S(=O)(=O)OC1=C(CSCC1)C(=O)OC)(F)F